C(C)N1CCC2(CC2C(=O)N[C@@H](CCCCCC(CC)=O)C=2N=C(NC2C=2C=NC(=NC2)OC)C2=CC=C(C=C2)F)CC1 6-ethyl-N-((S)-1-(2-(4-fluorophenyl)-5-(2-methoxypyrimidin-5-yl)-1H-imidazol-4-yl)-7-oxononyl)-6-azaspiro[2.5]octane-1-carboxamide